C(C1=CC=CC=C1)OC(=O)N1CC2(C1)[C@@H](C[C@H](C2)N2C(C1=CC=CC=C1C2=O)=O)N[S@](=O)C(C)(C)C (5R,7S)-5-((R)-1,1-dimethylethylsulfinylamino)-7-(1,3-dioxoisoindolin-2-yl)-2-azaspiro[3.4]octane-2-carboxylic acid benzyl ester